CC1=NC(=CC=C1C=1C=C(C=C(C1)C=1C2=CC=CC=C2C=2C=CC=CC2C1)C1=NC(=NC(=N1)C1=CC=CC=C1)C1=CC=CC=C1)C 2-[3-(2,6-dimethyl-3-pyridinyl)-5-(9-phenanthrenyl)phenyl]-4,6-diphenyl-1,3,5-triazine